carbene-gold (i) C=[Au-]